CC(C)=C1CCC(CC1)C1(CCCCC1)C(=O)O 4'-(1-methylethylidene)bicyclohexanoic acid